3-(furan-3-yl)-6-(2-(4-methoxyphenoxy)ethoxy)-2-(pyridin-3-yl)-1H-inden-1-one O1C=C(C=C1)C1=C(C(C2=CC(=CC=C12)OCCOC1=CC=C(C=C1)OC)=O)C=1C=NC=CC1